CN(C(C(=O)O)C=1C=CC=C2CCO[C@@H](C12)C)[C@@H]1C[C@H](CC1)OCCCCC1=NC=2NCCCC2C=C1 2-(methyl((1S,3S)-3-(4-(5,6,7,8-tetrahydro-1,8-naphthyridin-2-yl)butoxy)cyclopentyl)amino)-2-((R)-1-methylisochroman-8-yl)acetic acid